{5-(4-bromo-phenyl)-6-[2-(5-bromo-pyrimidin-2-yloxy)-ethoxy]-pyrimidin-4-yl}-sulfamide BrC1=CC=C(C=C1)C=1C(=NC=NC1OCCOC1=NC=C(C=N1)Br)NS(=O)(=O)N